ClC=1C=C(C=C(C1F)Cl)C1(CC(=NO1)N1CC2=C(C1)C=C(S2)C(=O)NNC(C(C)(C)C)=O)C(F)(F)F 5-(5-(3,5-dichloro-4-fluorophenyl)-5-(trifluoromethyl)-4,5-dihydroisoxazol-3-yl)-N'-pivaloyl-5,6-dihydro-4H-thieno[2,3-c]pyrrole-2-carbohydrazide